CC1=C(C=CC=C1)C(CCC(=O)C1C(C2=CC=C(C=C2C1=O)OC=1C=C2C(C(C(C2=CC1)=O)C(CCC(=O)C1=C(C=CC=C1)C)=O)=O)=O)=O 2-[4-(2-methylphenyl)-4-oxobutanoyl]-5-({2-[4-(2-methylphenyl)-4-oxobutanoyl]-1,3-dioxo-2,3-dihydro-1H-inden-5-yl}oxy)-2,3-dihydro-1H-indene-1,3-dione